(R)-3-((1-allyl-pyrrolidin-2-yl)methyl)-5-fluoro-1H-indole C(C=C)N1[C@H](CCC1)CC1=CNC2=CC=C(C=C12)F